ClC=1C(=C(C=CC1)[C@H]1[C@@H](N[C@H]([C@]1(C#N)C=1C=NC(=CC1Cl)C(F)(F)F)CC(C)(C)C)C(=O)OC(C)(C)C)F tert-butyl (2R,3S,4R,5S)-3-(3-chloro-2-fluorophenyl)-4-[4-chloro-6-(trifluoromethyl) pyridin-3-yl]-4-cyano-5-(2,2-dimethylpropyl)pyrrolidine-2-carboxylate